ethyl 4-chloro-7H-pyrrolo[2,3-d]pyrimidine-5-carboxylate ClC=1C2=C(N=CN1)NC=C2C(=O)OCC